BrC1=CC(=C(C=C1)C1=C(N2N(C=3C=CC=CC3C23C(=NN(C3=O)C3=CC=CC=C3)C)C1=O)C)O 2'-(4-Bromo-2-hydroxyphenyl)-1',3-dimethyl-1-phenyl-3'H-spiro[pyrazole-4,9'-pyrazolo[1,2-a]indazole]-3',5(1H)-dione